O1N=CN=C1[C@H](CCS(=O)(=N)CCCC(F)(F)F)N (1S)-1-(1,2,4-oxadiazol-5-yl)-3-(4,4,4-trifluorobutylsulfonimidoyl)propan-1-amine